(R or S)-2-Fluoro-N-{2-phenyl-6-[(1S)-2,2,2-trifluoro-1-hydroxyethyl]-2H-indazol-3-yl}-5-pyrimidin-2-yl-4-(trifluoromethyl)benzamide FC1=C(C(=O)NC=2N(N=C3C=C(C=CC23)[C@@H](C(F)(F)F)O)C2=CC=CC=C2)C=C(C(=C1)C(F)(F)F)C1=NC=CC=N1